cobalt disulfide compound with nickel-iron [Fe].[Ni].[Co](=S)=S